C1(CC1)C=1C=C(C=C(C1)C1=C(C=C(C=C1)F)C1=NN=CN1C)C=1OC2=C(N1)C=C(C=C2)C=O 2-[5-Cyclopropyl-4'-fluoro-2'-(4-methyl-1,2,4-triazol-3-yl)-[1,1'-biphenyl]-3-yl]-1,3-benzoxazole-5-carbaldehyde